CN1C(=NN=C1)S[C@@H](C)C=1C=C(C=CC1)N1N=CC(=N1)C1=CC=C(C#N)C=C1 (S)-4-(2-(3-(1-(4-methyl-4H-1,2,4-triazol-3-ylsulfanyl)ethyl)phenyl)-2H-1,2,3-triazol-4-yl)benzonitrile